2-(((((9H-fluoren-9-yl)methoxy)carbonyl)amino)-3-methoxy-3-oxopropyl)benzoic acid C1=CC=CC=2C3=CC=CC=C3C(C12)COC(=O)NC(CC(=O)OC)C1=C(C(=O)O)C=CC=C1